1-Bromohexadecan BrCCCCCCCCCCCCCCCC